(S,E)-7-(dimethylamino)-1-((1-((7-(2-methylprop-1-en-1-yl)-1H-pyrrolo[3,2-b]pyridin-2-yl)methyl)-2-oxo-1,2-dihydropyridin-3-yl)amino)-1,7-dioxohept-5-en-2-yl dimethylcarbamate CN(C(O[C@H](C(=O)NC=1C(N(C=CC1)CC1=CC2=NC=CC(=C2N1)C=C(C)C)=O)CC\C=C\C(=O)N(C)C)=O)C